(E)-4-hydroxy-N'-(3,4,5-trimethoxybenzylidene)-3-methylbenzofuran-2-carbohydrazide OC1=CC=CC2=C1C(=C(O2)C(=O)N/N=C/C2=CC(=C(C(=C2)OC)OC)OC)C